(R)-1-(2-chloropyridin-3-yl)ethyl (1-methyl-4-(5-(pyrrolidine-1-carboxamido)pyridin-2-yl)-1H-1,2,3-triazol-5-yl)carbamate CN1N=NC(=C1NC(O[C@H](C)C=1C(=NC=CC1)Cl)=O)C1=NC=C(C=C1)NC(=O)N1CCCC1